5-(3'-amino-2,2'-dichloro-[1,1'-biphenyl]-3-yl)-3-methoxypyrazine-2-carbaldehyde NC=1C(=C(C=CC1)C1=C(C(=CC=C1)C=1N=C(C(=NC1)C=O)OC)Cl)Cl